ClCCN=NN 2-chloroethyl-triazene